NC=1C=2N(C(=CN1)OCC)C(=NC2C2=CC=C(C=C2)OC2=C(C(=CC=C2)OC)F)C2CCC(CC2)O 4-{8-Amino-5-ethoxy-1-[4-(2-fluoro-3-methoxy-phenoxy)-phenyl]-imidazo[1,5-a]pyrazin-3-yl}-cyclohexanol